4-((4-((3-methyl-4-((1-methyl-1H-benzo[d]imidazol-5-yl)oxy)phenyl)amino)pyrido[3,2-d]pyrimidin-6-yl)thio)piperidin CC=1C=C(C=CC1OC1=CC2=C(N(C=N2)C)C=C1)NC=1C2=C(N=CN1)C=CC(=N2)SC2CCNCC2